1,4-diazabicyclo[2.2.2]octane hydrobromide Br.N12CCN(CC1)CC2